N1N=CC=2C1=NC=CC2C=2C=C(C=NC2)C2=CC=C(C=C2)NC(C(=O)N2C1CCC2CC1)=O N-(4-(5-(1H-pyrazolo[3,4-b]pyridin-4-yl)pyridin-3-yl)phenyl)-2-(7-azabicyclo[2.2.1]hept-7-yl)-2-oxoacetamide